(6R)-3,3-Difluoro-6-[(1R,3aS,7aR,E)-4-{2-[5-(4-chlorophenyl)-2H-tetrazol-2-yl]ethylidene}-7a-methyloctahydro-1H-inden-1-yl]-2-methylheptan-2-ol FC(C(C)(O)C)(CC[C@@H](C)[C@H]1CC[C@H]2/C(/CCC[C@]12C)=C/CN1N=C(N=N1)C1=CC=C(C=C1)Cl)F